(S)-6-((2-allyl-3,3-dimethyl-1-oxoisoindolin-5-yl)amino)-4-((2-hydroxy-1-phenylethyl)amino)nicotinic acid C(C=C)N1C(C2=CC=C(C=C2C1(C)C)NC1=NC=C(C(=O)O)C(=C1)N[C@H](CO)C1=CC=CC=C1)=O